N-[5-(2,5-difluorobenzyl)-6,6-dimethyl-1,4,5,6-tetrahydropyrrolo[3,4-c]pyrazol-3-yl]benzamide FC1=C(CN2C(C=3NN=C(C3C2)NC(C2=CC=CC=C2)=O)(C)C)C=C(C=C1)F